2,6-bisazidomethyl-anthracene (4-((2-(dimethylphosphoryl)phenyl)amino)-5-(trifluoromethyl)pyrimidin-2-yl)aminomethylnicotinate CP(=O)(C)C1=C(C=CC=C1)NC1=NC(=NC=C1C(F)(F)F)NCOC(C1=CN=CC=C1)=O.N(=[N+]=[N-])CC1=CC2=CC3=CC=C(C=C3C=C2C=C1)CN=[N+]=[N-]